diethyl ((1-(8-bromo-2-chloro-5H-pyrimido[5,4-b]indol-4-yl)piperidin-4-yl)methyl)phosphonate BrC1=CC=2C3=C(NC2C=C1)C(=NC(=N3)Cl)N3CCC(CC3)CP(OCC)(OCC)=O